C(CCCCC(C)C)O isoOctanol